3-(3,4-dichlorophenyl)-1-(2,2-difluoroethyl)-1H-indazole-5-carboxylic acid ClC=1C=C(C=CC1Cl)C1=NN(C2=CC=C(C=C12)C(=O)O)CC(F)F